3-chloro-5-[(2R)-1-hydroxy-3-[(3S,4S)-3-[(4-methanesulfonylphenoxy)methyl]-4-methylpyrrolidin-1-yl]propan-2-yl]benzonitrile ClC=1C=C(C#N)C=C(C1)[C@@H](CO)CN1C[C@H]([C@@H](C1)C)COC1=CC=C(C=C1)S(=O)(=O)C